COCC1=CC=CC(=N1)CN1N=NC(=C1)C1=NC(=NC(=C1)C=1SC=CN1)N 4-(1-{[6-(methoxymethyl)-2-pyridinyl]methyl}-1H-1,2,3-triazol-4-yl)-6-(1,3-thiazol-2-yl)-2-pyrimidinylamine